FC(C1=NC(=NO1)C1=CC=C(C=C1)C(C)=O)(F)F (4-(5-(trifluoromethyl)-1,2,4-oxadiazol-3-yl)phenyl)ethan-1-one